N-(4-{1-[(5-fluoro-1H-indol-2-yl)carbonyl]piperidin-4-yl}butyl)imidazo[1,2-a]pyridine-6-carboxamide FC=1C=C2C=C(NC2=CC1)C(=O)N1CCC(CC1)CCCCNC(=O)C=1C=CC=2N(C1)C=CN2